N1(C=2C(C=CC1)=CSC2C(=O)OC)C(=O)OCC2=CC=CC=C2 O1-benzyl O7-methyl 2H-thieno[3,4-b]pyridine-1,7-dicarboxylate